(S)-2-((1-(5-(bis(4-fluorophenyl)methyl)-1-methyl-1,2,4-triazol-3-yl)ethyl)carbamoyl)-4-methoxypyridin-3-yl acetate C(C)(=O)OC=1C(=NC=CC1OC)C(N[C@@H](C)C1=NN(C(=N1)C(C1=CC=C(C=C1)F)C1=CC=C(C=C1)F)C)=O